N-((R)-1-(2-(5-((R)-3-aminopiperidine-1-carbonyl)-1-cyclopropyl-7-methoxy-1H-benzo[d]imidazol-2-yl)-1-(cyclopropylmethyl)-1H-indol-6-yl)ethyl)-2,2-difluorocyclopropane-1-carboxamide N[C@H]1CN(CCC1)C(=O)C1=CC2=C(N(C(=N2)C=2N(C3=CC(=CC=C3C2)[C@@H](C)NC(=O)C2C(C2)(F)F)CC2CC2)C2CC2)C(=C1)OC